6-chloro-4-cyclopropylpyridin-2-amine ClC1=CC(=CC(=N1)N)C1CC1